(R)-1-(((S)-10-hydroxy-7-azaspiro[4.5]decan-10-yl)methyl)-4-phenylpyrrolidin-2-one hydrochloride Cl.O[C@]1(CCNCC12CCCC2)CN2C(C[C@@H](C2)C2=CC=CC=C2)=O